(5S,7S)-2-(4-cyclopropylpyrazol-1-yl)-7-fluoro-5-phenyl-6,7-dihydro-5H-pyrrolo[1,2-b][1,2,4]triazole C1(CC1)C=1C=NN(C1)C=1N=C2N(N1)[C@@H](C[C@@H]2F)C2=CC=CC=C2